BrC=1C=CC(=C(C1)C1(NC=NC2=CC(=C(C=C12)N)OC)N)OC 4-(5-bromo-2-methoxyphenyl)-7-methoxyquinazoline-4,6-diamine